2-methyl-4-amino-5-hydroxymethyl-pyrimidine pyrophosphate OP(O)(=O)OP(=O)(O)O.CC1=NC=C(C(=N1)N)CO